2-(2-(4-fluorophenyl) butyryl)-4-methylthiophene-3-carboxylate FC1=CC=C(C=C1)C(C(=O)C=1SC=C(C1C(=O)[O-])C)CC